4-[6-amino-5-[3-(dimethylamino)phenyl]-3-pyridyl]-2,6-dimethyl-phenol NC1=C(C=C(C=N1)C1=CC(=C(C(=C1)C)O)C)C1=CC(=CC=C1)N(C)C